C(#N)C1=CC(=C(OCC2=NC=CC(=N2)OC2=CC(=C(C=C2)CC(=O)NC2=C(C=C(C(=O)OC)C=C2)NCC2=CN=CN2CC)F)C=C1)F Methyl 4-(2-(4-((2-((4-cyano-2-fluorophenoxy)methyl)pyrimidin-4-yl)oxy)-2-fluorophenyl)acetamido)-3-(((1-ethyl 1H-imidazol-5-yl)methyl)amino)benzoate